8-Fluoro-5H-pyrido[3,2-b]indole FC1=CC=2C3=C(NC2C=C1)C=CC=N3